C1N(CC2=CC=CC=C12)C=1N=C2N(C(C1C)=O)C=C(C=C2[C@@H](C)NC2=C(N=NC=C2)C(=O)O)C (R)-4-((1-(2-(isoindolin-2-yl)-3,7-dimethyl-4-oxo-4H-pyrido[1,2-a]pyrimidin-9-yl)ethyl)amino)pyridazine-3-carboxylic acid